3-((4-(4-Ethoxyphenyl)pyrimidin-2-yl)amino)-N-(3-(6-ethoxypyridin-3-yl)-1-methyl-1H-indol-6-yl)-4-methylbenzamide C(C)OC1=CC=C(C=C1)C1=NC(=NC=C1)NC=1C=C(C(=O)NC2=CC=C3C(=CN(C3=C2)C)C=2C=NC(=CC2)OCC)C=CC1C